ClC1=CC=C(C=C1)C1=NN(C(C2=CC=CC=C12)=O)NC(C(C1=CC=CC=C1)F)=O N-[4-(4-chlorophenyl)-1-oxophthalazin-2(1H)-yl]-2-fluoro-2-phenylacetamide